C(CCC)OC1=CC=C(C=C1)S(=O)(=O)NCCCN1CCN(CC1)C1=CC(=C(C=C1)Cl)Cl 4-butoxy-N-(3-(4-(3,4-dichlorophenyl)piperazin-1-yl)propyl)benzenesulfonamide